methyl 3-(7-((4-methoxybenzyl)(methyl)amino)-1,6-naphthyridin-3-yl)-4-methylbenzoate COC1=CC=C(CN(C2=NC=C3C=C(C=NC3=C2)C=2C=C(C(=O)OC)C=CC2C)C)C=C1